ClC=1C=C(CNC(C(C)(C)C2=NC=C(N=C2)CO)=O)C=C(C1C1C(NC(CC1)=O)=O)Cl N-(3,5-dichloro-4-(2,6-dioxopiperidin-3-yl)benzyl)-2-(5-(hydroxymethyl)pyrazin-2-yl)-2-methylpropanamide